4-(chloromethyl)-1,1'-biphenyl ClCC1=CC=C(C=C1)C1=CC=CC=C1